C(C)C1=CC=C(C=C1)C(C=CC1=CC=C(O1)C=1C=CC(=C(C(=O)[O-])C1)O)=O 5-(5-(3-(4-Ethylphenyl)-3-oxoprop-1-en-1-yl)furan-2-yl)-2-hydroxybenzoate